ClC1=C(C(=NN1C)C(F)(F)F)C=O 5-chloro-1-methyl-3-(trifluoromethyl)pyrazole-4-carbaldehyde